(difluoro-sulfanylidene)-diethylammonium FS(F)=[N+](CC)CC